3-({[2-fluoro-5-pyrimidin-2-yl-4-(trifluoromethyl)phenyl]carbonyl}amino)-2-phenyl-2H-indazole-7-carboxamide FC1=C(C=C(C(=C1)C(F)(F)F)C1=NC=CC=N1)C(=O)NC=1N(N=C2C(=CC=CC12)C(=O)N)C1=CC=CC=C1